methyl ((4-fluoro-5-isobutyl-3-(4-((2-(trifluoromethyl)-1H-imidazol-1-yl)methyl)phenyl)thiophene-2-yl)sulfonyl)carbamate FC=1C(=C(SC1CC(C)C)S(=O)(=O)NC(OC)=O)C1=CC=C(C=C1)CN1C(=NC=C1)C(F)(F)F